CC(C)(C)C=1C=C(C=CC1O)C(CC(=O)O)(C)C1=CC(=C(C=C1)O)C(C)(C)C 3,3-bis[3-(1,1-dimethylethyl)-4-hydroxyphenyl]butanoic acid